1-(4-aminophenyl)-4-methylpiperidin-4-ol NC1=CC=C(C=C1)N1CCC(CC1)(O)C